BrC1=C(C(=C(C=C1)NC(=S)NC(C1=CC=CC=C1)=O)F)F N-((4-bromo-2,3-difluorophenyl)carbamothioyl)benzamide